C(#N)C=1C=NC(=NC1)N1C[C@@H](CC1)C1CC12N(CCC(C2)C(=O)N)C(=O)C2=NNC(=C2)C2=CC(=NC=C2F)OC ((S)-1-(5-cyanopyrimidin-2-yl)pyrrolidin-3-yl)-4-(5-(5-fluoro-2-methoxypyridin-4-yl)-1H-pyrazole-3-carbonyl)-4-azaspiro[2.5]octane-7-carboxamide